FC(C(F)(F)F)(F)OC(C(F)(F)F)(F)F di(1,1,2,2,2-pentafluoroethyl)ether